C(C)(=O)N(C1=C(C=C(C=C1)C1=CC=C(C=N1)C(=O)NCC1=NC=CC=C1)Cl)CC1CC1 6-[4-[acetyl(cyclopropyl-methyl)amino]-3-chloro-phenyl]-N-(2-pyridylmethyl)pyridine-3-carboxamide